F[C@H]1CN(CC1)CC1=CC(=C(C(=C1)C)N1C=NC(=C1)NC=1N=CC(=NC1)C#N)C (R)-5-((1-(4-((3-Fluoropyrrolidin-1-yl)methyl)-2,6-dimethylphenyl)-1H-imidazol-4-yl)amino)pyrazine-2-carbonitrile